1-(3-((4-((3-(hydroxy-methyl)phenyl)amino)-7-methoxyquinazolin-6-yl)-oxy)pyrrolidin-1-yl)prop-2-en-1-one OCC=1C=C(C=CC1)NC1=NC=NC2=CC(=C(C=C12)OC1CN(CC1)C(C=C)=O)OC